S(C1=CC(=C(C(=C1)C(C)(C)C)O)C)C1=CC(=C(C(=C1)C(C)(C)C)O)C 4,4'-thio-bis(6-tert-butyl-2-methylphenol)